C(C)(C)(C)OC(N([C@@H]1C[C@@H](N(C2=CC=CC=C12)C(CC)=O)C)C1=CC=C(C=C1)C(=O)NNC(CNC(=O)OC(C)(C)C)=O)=O tert-butyl(4-(2-((tert-butoxycarbonyl)glycyl)hydrazine-1-carbonyl)phenyl)((2S,4R)-2-methyl-1-propionyl-1,2,3,4-tetrahydroquinolin-4-yl)carbamate